CS(=O)(=O)[O-].C(CC)[NH+]1C(CCC1)CCCC 1-Propyl-2-butylpyrrolidinium methansulfonat